FC(C=1C(NN=CC1N1[C@@H](C2=CC=CC=C2C1)COC1=CC(=CC=C1)C(=O)N1CC=2N(CC1)C(=NN2)C(F)(F)F)=O)(F)F (S)-4-(Trifluoromethyl)-5-(1-((3-(3-(trifluoromethyl)-5,6,7,8-tetrahydro-[1,2,4]triazolo[4,3-a]pyrazine-7-carbonyl)phenoxy)methyl)isoindolin-2-yl)pyridazin-3(2H)-one